(S)-6-chloro-2-(1-cyclopropylethyl)-4-(2-oxa-6-azaspiro[3.3]heptan-6-yl)-1,2-dihydro-3H-pyrrolo[3,4-c]pyridin-3-one ClC1=CC2=C(C(=N1)N1CC3(COC3)C1)C(N(C2)[C@@H](C)C2CC2)=O